CN1CCC(CC1)NC(=O)C=1C=NN2C1C=C(C=C2)C2=CNC=1N=C(N=CC12)N[C@@H]1CC[C@@H](CC1)OC(F)(F)F N-(1-methylpiperidin-4-yl)-5-(2-((cis-4-(trifluoromethoxy)cyclohexyl)amino)-7H-pyrrolo[2,3-d]pyrimidin-5-yl)pyrazolo[1,5-a]pyridine-3-carboxamide